C(C)(=O)C1=CC=C(O1)C=1OC(=CC1)C(C)=O 5,5'-diacetyl-2,2'-bifuran